CC=1NC(=CC1C=O)C (E)-2,5-dimethyl-1H-pyrrole-3-formaldehyde